BrC1=CC=C(C=C1)C1=CC(=C(C2=CC=CC=C12)O)C(=O)N(C)C 4-(4-bromophenyl)-1-hydroxy-N,N-dimethyl-2-naphthamide